BrCCCN1C(CCC1C)=O 1-(3-bromopropyl)-5-methyl-pyrrolidin-2-one